O1CCOC2=C1C=CC=C2 2,3-dihydro-1,4-benzodioxin